di(cyclopentadienyl)-bis[2,6-difluoro-3-(1-methyl-2-(1H-pyrrol-1-yl)ethyl)phenyl]titanium C1(C=CC=C1)[Ti](C1=C(C(=CC=C1F)C(CN1C=CC=C1)C)F)(C1=C(C(=CC=C1F)C(CN1C=CC=C1)C)F)C1C=CC=C1